P(OC(C(C(C)C)=O)=[N+]=[N-])([O-])=O dimethyl-(1-diazo-2-oxopropyl) phosphonate